2-(((4-Hydroxycyclohexyl)thio)methyl)-8-methyl-5-(trifluoromethyl)quinazolin-4(3H)-one OC1CCC(CC1)SCC1=NC2=C(C=CC(=C2C(N1)=O)C(F)(F)F)C